[18F]C1=CC=C(C=N1)C(=O)NCC(=O)O 6-[18F]-fluoro-3-pyridineformylglycine